1,3-dimethyl-3-(t-amylperoxy)butanol tert-butyl-((1S,3S)-3-((5-(3-methyl-2,5-dioxoimidazolidin-1-yl)pyridin-2-yl)amino)cyclopentyl)carbamate C(C)(C)(C)N(C(=O)OC(CC(C)(OOC(C)(C)CC)C)C)[C@@H]1C[C@H](CC1)NC1=NC=C(C=C1)N1C(N(CC1=O)C)=O